rac-6-bromo-N-((1R,3S)-3-methoxycyclopentyl)-2-(1-methyl-1H-imidazol-2-yl)-5-phenylthieno[2,3-d]pyrimidin-4-amine BrC1=C(C2=C(N=C(N=C2N[C@H]2C[C@H](CC2)OC)C=2N(C=CN2)C)S1)C1=CC=CC=C1 |r|